COC=1C=C(C=C(C1)OC)NC(C(CC1=CC=CC=C1)NC=1C(C2=CC=CC=C2C(C1)=NOC)=O)=O N-(3,5-Dimethoxyphenyl)-2-((4-(methoxyimino)-1-oxo-1,4-dihydronaphthalen-2-yl)amino)-3-phenylpropionamide